8-imino-5H-pyrimido[5,4-c]pyridazin-6-one N=C1NC(NC2=C1N=NC=C2)=O